4-bromo-2-oxo-2,3-dihydro-1H-indole-1-carboxylic acid tert-butyl ester C(C)(C)(C)OC(=O)N1C(CC2=C(C=CC=C12)Br)=O